BrC1=CC=C(C=C1)C(CC1([Se]CCCC1)C1=CC=CC=C1)C1=C(C=C(C=C1C)OC)C (2-(4-bromophenyl)-2-(4-methoxy-2,6-dimethylphenyl)ethyl)(phenyl)selenane